rac-7-[(Diethoxyphosphoryl)(fluoro)methyl]naphthalene-2-carboxylic Acid C(C)OP(=O)(OCC)[C@H](C1=CC=C2C=CC(=CC2=C1)C(=O)O)F |r|